C=1(C(=CC=CC1)C(=O)OCCC)C n-propyl toluate